C(C)(C)(C)OC(=O)N1CCC(CC1)C1=CC=C(C=C1)C(=O)O 1-tert-butyloxycarbonyl-4-(4-carboxyphenyl)piperidine